C1(CC1)CN(C1=NC=2N(C=C1)N=CC2C(=O)OCC)C 1-Ethyl 5-[cyclopropylmethyl(methyl)amino]pyrazolo[1,5-a]pyrimidine-3-carboxylate